2-(thiocyanatomethylthio)benzothiazole S(C#N)CSC=1SC2=C(N1)C=CC=C2